CN(S(=O)=O)CC1=NC=CC(=N1)COC1=CC=C(C=C1)C(C)(C)C1=CC=C(C=C1)OC(C1=CC=CC=C1)(C1=CC=CC=C1)C1=CC=CC=C1 N-methyl-N-(4-((4-(2-(4-(trityloxy)phenyl)propan-2-yl)phenoxy)methyl)pyrimidin-2-yl)Methylsulfonamide